(R)-3-methyl-2-(pyridin-2-yldisulfaneyl)butyl (4-nitrophenyl) carbonate C(OC[C@@H](C(C)C)SSC1=NC=CC=C1)(OC1=CC=C(C=C1)[N+](=O)[O-])=O